(S)-tert-butyl 4-(3-carbamoyl-2-(4-phenoxyphenyl)-4,5,6,7-tetrahydropyrazolo[1,5-a]pyrimidin-7-yl)-[1,4'-bipiperidine]-1'-carboxylate C(N)(=O)C=1C(=NN2C1NCC[C@H]2C2CCN(CC2)C2CCN(CC2)C(=O)OC(C)(C)C)C2=CC=C(C=C2)OC2=CC=CC=C2